O=C1NC(CCC1N1C(C2=CC=C(C=C2C=N1)C#N)=O)=O 2-(2,6-dioxopiperidin-3-yl)-1-oxo-1,2-dihydrophthalazine-6-carbonitrile